(S)- and (R)-2-((4-cyanophenethyl)amino)-N-(5-(3-methoxyazetidin-1-yl)pyridin-2-yl)-2-phenylacetamide C(#N)C1=CC=C(CCN[C@H](C(=O)NC2=NC=C(C=C2)N2CC(C2)OC)C2=CC=CC=C2)C=C1 |r|